tert-Butyl (4-(5-chloro-3-(ethylthio)-7,9-dihydrofuro[3,4-f]quinazolin-6-yl)-3-cyano-5-fluorobenzo[b]thiophen-2-yl)carbamate ClC1=C(C2=C(C=3C=NC(=NC13)SCC)COC2)C2=C(C=CC=1SC(=C(C12)C#N)NC(OC(C)(C)C)=O)F